phenylsulfinic acid fluoromethylthioester FCSOS(=O)C1=CC=CC=C1